N1=C(C=CC=C1)C(=O)NN 2-pyridineformhydrazide